ClC=1C(=NC(=C(C1N1C(C2=CC=CC=C2C1=O)=O)F)F)C(=O)OC1CCCCC1 cyclohexyl 3-chloro-4-(1,3-dioxoisoindolin-2-yl)-5,6-difluoropicolinate